(4-methylthiazol-2-yl)picolinamide CC=1N=C(SC1)C=1C(=NC=CC1)C(=O)N